5-(((2-methyl-5-nitro-2H-indazol-6-yl)oxy)methyl)oxazole CN1N=C2C=C(C(=CC2=C1)[N+](=O)[O-])OCC1=CN=CO1